C(C)OC(CCC(=O)C1=NC(=CC(=C1O)Br)C1=CC(=CC=C1)F)=O 4-[4-Bromo-6-(3-fluoro-phenyl)-3-hydroxy-pyridin-2-yl]-4-oxo-butyric acid ethyl ester